C(C1=CC=CC=C1)=C1C(NC(S1)=O)=O Benzylidenethiazolidinedione